C(=O)C1CCCC2=CC3=CC=C(C=C3C=C12)NC(C)=O N-(4-formyl-2,3-dihydro-1H-anthracen-6-yl)acetamide